Cl.C(C)C1=NOC(=N1)C1CN=CNC1 5-[3-ethyl-1,2,4-oxadiazol-5-yl]-1,4,5,6-tetrahydropyrimidine hydrochloride